COC(=O)C1=CN(C(C=C1C(C)=O)=O)C1(CC1)C 4-Acetyl-1-(1-methylcyclopropyl)-6-oxo-1,6-dihydropyridine-3-carboxylic acid methyl ester